(S)-2-(1-amino-1,3-dihydrospiro[indene-2,4'-piperidine]-1'-yl)-5-(3-(4-fluoro-3,5-dihydroxyphenyl)prop-1-yn-1-yl)-3-methylpyrimidin-4(3H)-one N[C@@H]1C2=CC=CC=C2CC12CCN(CC2)C2=NC=C(C(N2C)=O)C#CCC2=CC(=C(C(=C2)O)F)O